ethyl 5-chloro-1-(2,6-difluorobenzyl)-4-(2-((1,1-difluoroprop-2-yl)amino)ethyl)-1H-pyrazole-3-carboxylate ClC1=C(C(=NN1CC1=C(C=CC=C1F)F)C(=O)OCC)CCNC(C(F)F)C